O[C@@H]1C[C@H](N(C1)C(=O)[C@H](C(C)(C)C)NC(OC1=CC=CC=C1)=O)C(NCC1=CC=C(C=C1)C1=C(N=CS1)C)=O Phenyl N-[(1S)-1-[(2S,4R)-4-hydroxy-2-[[4-(4-methylthiazol-5-yl)phenyl]methylcarbamoyl]pyrrolidine-1-carbonyl]-2,2-dimethyl-propyl]carbamate